3-(2-Cyanophenyl)-2,3-dibromopropionic acid ethyl ester C(C)OC(C(C(Br)C1=C(C=CC=C1)C#N)Br)=O